NC1=C(C=C(C=C1)C1=CC=CC2=C1C(=NO2)N)F 4-(4-amino-3-fluorophenyl)benzo[d]isoxazol-3-amine